FC1=C(C(=CC(=C1)OCCN1CC(C1)CF)F)[C@@H]1N(C(CC2=C1NC1=CC=CC=C21)(C)C)CC(C)(C)F (S)-1-(2,6-difluoro-4-(2-(3-(fluoromethyl)azetidin-1-yl)ethoxy)phenyl)-2-(2-fluoro-2-methylpropyl)-3,3-dimethyl-2,3,4,9-tetrahydro-1H-pyrido[3,4-b]indole